6-iodoimidazo[1,2-b]pyridazine IC=1C=CC=2N(N1)C=CN2